CO[Si](CCSSSSCC[Si](OC)(OC)OC)(OC)OC bis(2-trimethoxysilylethyl) tetrasulfide